cyclobutylidene(cyclopentadienyl)(2,7-dimethyl-3,6-di-tert-butylfluorenyl)zirconium dichloride [Cl-].[Cl-].C1(CCC1)=[Zr+2](C1=C(C(=CC=2C3=CC(=C(C=C3CC12)C)C(C)(C)C)C(C)(C)C)C)C1C=CC=C1